methyl 4-amino-1-(isoquinolin-5-yl)-7-methoxy-2-oxo-1,2-dihydroquinoline-3-carboxylate NC1=C(C(N(C2=CC(=CC=C12)OC)C1=C2C=CN=CC2=CC=C1)=O)C(=O)OC